FC1=C(C=C(C=C1C)C1=C(C=C(C=C1C)F)C)[C@H](CC(=O)O)NC([C@H](CC(C)C)N1C(C(N(C(=C1)CCN(C)C)C)=O)=O)=O (S)-3-(4,4'-difluoro-2',5,6'-trimethyl-[1,1'-biphenyl]-3-yl)-3-((S)-2-(5-(2-(dimethylamino)ethyl)-4-methyl-2,3-dioxo-3,4-dihydropyrazin-1(2H)-yl)-4-methylpentanamido)propanoic acid